iodopropionic acid CC(C(=O)O)I